(1S,2S,4R,8S,9S,11S,12S,13R)-11-Hydroxy-8-(2-{[6-(hydroxymethyl)oxan-2-yl]oxy}acetyl)-9,13-dimethyl-6-propyl-5,7-dioxapentacyclo[10.8.0.02,9.04,8.013,18]icosa-14,17-dien-16-one O[C@H]1C[C@@]2([C@@]3(OC(O[C@@H]3C[C@H]2[C@@H]2CCC3=CC(C=C[C@@]3([C@@H]12)C)=O)CCC)C(COC1OC(CCC1)CO)=O)C